C(=C)OC(CCCCCCCCCCCCCCCCC)=O stearic acid vinylester